N-[(1R)-1-[3-amino-5-(trifluoromethyl)phenyl]ethyl]-1-(3,4-dimethoxyphenyl)-6-oxo-pyridazine-3-carboxamide NC=1C=C(C=C(C1)C(F)(F)F)[C@@H](C)NC(=O)C1=NN(C(C=C1)=O)C1=CC(=C(C=C1)OC)OC